ClC1=CC(=NC=N1)N1C2CN(CC1CC2)C2=C(N=NC(=C2)C2=C(C=CC=C2)OCOC)N 4-(8-(6-chloropyrimidin-4-yl)-3,8-diazabicyclo[3.2.1]octan-3-yl)-6-(2-(methoxymethoxy)phenyl)pyridazin-3-amine